FC=1C=CC=C2C(=CNC12)C=1C=C(SC1)C(C(=O)O)CC=O (4-(7-fluoro-1H-indol-3-yl)thiophen-2-yl)-4-oxobutanoic acid